C(C)N1N=C(C=C1C=1N=C(C2=C(NC3=C(C=C(C=C23)C(=O)N)OC)N1)O)C 2-(1-ethyl-3-methyl-1H-pyrazole-5-yl)-4-hydroxy-8-methoxy-9H-pyrimido[4,5-b]Indole-6-carboxamide